CC1(CC2=CC=CC=C2C1)C 2,2-dimethyl-2,3-dihydro-indene